N1C(=CC2=CC=CC=C12)C(=O)N1[C@@H]([C@H]2C([C@H]2C1)(C)C)C(=O)N[C@H](C(=O)OC)C[C@H]1C(NCCC1)=O (S)-methyl 2-((1R,2S,5S)-3-(1H-indole-2-carbonyl)-6,6-dimethyl-3-azabicyclo[3.1.0]hexane-2-carboxamido)-3-((S)-2-oxopiperidin-3-yl)propanoate